FC1([C@H](CCC1)OC=1C=2N(C=NC1C=1C=NNC1)N=C(N2)N[C@H](CF)C)F 8-(((S)-2,2-difluorocyclopentyl)oxy)-N-((S)-1-fluoropropan-2-yl)-7-(1H-pyrazol-4-yl)-[1,2,4]triazolo[1,5-c]pyrimidin-2-amine